C(C)(C)SC1=C(C=CC=C1)[N+](=O)[O-] 2-(isopropylthio)nitrobenzene